3-(2-bromo-3,4-dimethoxy-benzyl)-N-(3,4,5-trimethoxyphenyl-benzyl)-acrylamide BrC1=C(CC=CC(=O)NC(C2=CC=CC=C2)C2=CC(=C(C(=C2)OC)OC)OC)C=CC(=C1OC)OC